2-((S)-4,4-difluoro-3-(6-oxo-1,6-dihydropyridin-3-yl)piperidin-1-yl)-N-(5-(2,4-difluorophenoxy)-3-fluoropyridin-2-yl)propionamide 4-formyl-3-hydroxyphenolate C(=O)C1=C(C=C(C=C1)[O-])O.FC1([C@H](CN(CC1)C(C(=O)NC1=NC=C(C=C1F)OC1=C(C=C(C=C1)F)F)C)C1=CNC(C=C1)=O)F